O1CC=C2C1=C1C3(NC(N=C1C=C2)=O)CCCCC3 7Z-spiro[cyclohexane-1,9'-furo[2,3-f]quinazoline]-7'-one